[5-(furan-2-yl)-2-methyl-[1,2,4]triazolo[1,5-c]pyrimidin-7-yl]urea O1C(=CC=C1)C1=NC(=CC=2N1N=C(N2)C)NC(=O)N